ClC1=C(C=C(OCC(=O)NC23CC(C2)(C3)NC=3OC(=NN3)C3=CC=C(C=C3)Cl)C=C1)F 2-(4-chloro-3-fluorophenoxy)-N-(3-{[5-(4-chlorophenyl)-1,3,4-oxadiazol-2-yl]amino}bicyclo[1.1.1]pentan-1-yl)acetamide